2-[5-[(3S)-3-amino-1-[[4-[5-(1,1-difluoroethyl)-2-pyridyl]phenyl]methyl]-5,5,7-trifluoro-2-oxo-3,4-dihydro-1-benzazepin-8-yl]-1,3,4-oxadiazol-2-yl]-2-methyl-propanenitrile N[C@@H]1C(N(C2=C(C(C1)(F)F)C=C(C(=C2)C2=NN=C(O2)C(C#N)(C)C)F)CC2=CC=C(C=C2)C2=NC=C(C=C2)C(C)(F)F)=O